ClC=1C(=NC(=NC1)NC1CCOCC1)C1=CC=C2CN(C(C2=C1)=O)CC(=O)N[C@H](CO)C1=CC=C(C=C1)C1CC1 2-(6-{5-chloro-2-[(oxacyclohex-4-yl)amino]pyrimidin-4-yl}-1-oxo-2,3-dihydro-1H-isoindol-2-yl)-N-[(1S)-1-(4-cyclopropylphenyl)-2-hydroxyethyl]acetamide